3-(1-(2,5-Difluorophenyl)-1-hydroxy-6-(7-methyl-2-(((R)-1-methylpyrrolidin-2-yl)methoxy)-7H-pyrrolo[2,3-d]pyrimidin-4-yl)hex-3,5-diyn-1-yl)-1-methylpyridin-2(1H)-one FC1=C(C=C(C=C1)F)C(CC#CC#CC=1C2=C(N=C(N1)OC[C@@H]1N(CCC1)C)N(C=C2)C)(O)C=2C(N(C=CC2)C)=O